bis(1-oxyl-2,2,6,6-tetramethylpiperidin-4-yl) hexahydroterephthalate C(C1CCC(C(=O)OC2CC(N(C(C2)(C)C)O)(C)C)CC1)(=O)OC1CC(N(C(C1)(C)C)O)(C)C